1-{4-[3-(benzyloxy)-1-fluorocyclobutyl]pyridin-2-yl}-N-(6-methoxy-1-methylindazol-7-yl)pyrazole-4-sulfonamide C(C1=CC=CC=C1)OC1CC(C1)(F)C1=CC(=NC=C1)N1N=CC(=C1)S(=O)(=O)NC=1C(=CC=C2C=NN(C12)C)OC